P(OC1=C(C=C(C=C1)C)C(C)(C)C)(OC1=C(C=C(C=C1)C)C(C)(C)C)OC1=C(C=C(C=C1)C)C(C)(C)C tris(2-t-butyl-4-methylphenyl) phosphite